Di-AllylEther C(C=C)OCC=C